2,4-Dichloro-6-ethoxyquinazoline ClC1=NC2=CC=C(C=C2C(=N1)Cl)OCC